CN1N=NC(=C1C=1C=C2C=C(C=NC2=CC1)C=1C=NNC1)C1=NC(=CC=C1)C 6-[3-methyl-5-(6-methyl-2-pyridyl)triazol-4-yl]-3-(1H-pyrazol-4-yl)quinoline